tert-butyl (2-(3-(3-isopropyl-2-(8-methyl-[1,2,4]triazolo[1,5-a]pyridin-6-yl)-1H-indol-5-yl) azetidin-1-yl)oxoethyl)(methyl)carbamate C(C)(C)C1=C(NC2=CC=C(C=C12)C1CN(C1)C(CN(C(OC(C)(C)C)=O)C)=O)C=1C=C(C=2N(C1)N=CN2)C